NC=1C(=NC(=C(N1)C(=O)[O-])N)C(=O)[O-] 3,6-diaminopyrazine-2,5-dicarboxylate